O=C1N(C(C2=CC=CC=C12)=O)C1(CC1)C(=O)O 1-(1,3-dioxo-2,3-dihydro-1H-isoindol-2-yl)cyclopropane-1-carboxylic acid